COC(NC1=CC=C2C3=C(NC([C@H](CCCCCNC2=C1)NC(\C=C\C1=C(C=CC(=C1)Cl)N1N=NN=C1)=O)=N3)Cl)=O {(S)-17-Chloro-14-[(E)-3-(5-chloro-2-tetrazol-1-yl-phenyl)-acryloylamino]-8,16,18-triaza-tricyclo[13.2.1.02,7]octadeca-1(17),2,4,6,15(18)-pentaen-5-yl}-carbamic Acid methyl ester